1-diisopropylamino-3,4-dimethylenehex-5-ene C(C)(C)N(CCC(C(C=C)=C)=C)C(C)C